CC(CC)C1C(CCCC1)=O 2-Butan-2-ylcyclohexan-1-on